C(C=C)(=O)N1C[C@@](CC1)(C1=C(C(=CC=C1F)Cl)Cl)NC=1C(=C2C(N(C=NC2=CC1)C([2H])([2H])[2H])=O)F |r| (rac)-6-((1-acryloyl-3-(2,3-dichloro-6-fluorophenyl)pyrrolidin-3-yl)amino)-5-fluoro-3-(methyl-d3)quinazolin-4(3H)-one